NC(C(=O)OCC)C1=C(C=CC(=C1)F)OCOC ethyl 2-amino-2-(5-fluoro-2-(methoxymethoxy) phenyl)-acetate